1-(4-cyano-phenyl)-2-methylallyl alcohol C(#N)C1=CC=C(C=C1)C(C(=C)C)O